6-isopropyl-7-(trifluoromethyl)furo[2,3-b]pyrazine-2-carbaldehyde C(C)(C)C1=C(C=2C(=NC=C(N2)C=O)O1)C(F)(F)F